C(C)N1CCC2(OC3(CC3)C(N(C2)CC)=O)CC1 8,12-diethyl-4-oxa-8,12-diazadispiro[2.1.5.3]tridecan-13-one